7-fluoroisoindoline-1,3-dione FC=1C=CC=C2C(NC(C12)=O)=O